C(C)OC(=C)C1=CC(=CN2C1=NC(=CC2=O)N2CC1=CC=CC=C1C2)C 9-(1-ethoxyvinyl)-2-(isoindolin-2-yl)-7-methyl-4H-pyrido[1,2-a]pyrimidin-4-one